ethyl 10-bromodecanoate BrCCCCCCCCCC(=O)OCC